3-((4-methoxyphenyl)sulfonyl)-4-(4-methyl-1,4-diazepan-1-yl)quinoline-6-carboxamide COC1=CC=C(C=C1)S(=O)(=O)C=1C=NC2=CC=C(C=C2C1N1CCN(CCC1)C)C(=O)N